(rac)-2-[5-(aminomethyl)-4-chloro-6-oxo-pyridazin-1-yl]-N-[5-methyl-6-[2-(2-pyridyl)ethylsulfamoyl]-2-pyridyl]propanamide NCC1=C(C=NN(C1=O)[C@@H](C(=O)NC1=NC(=C(C=C1)C)S(NCCC1=NC=CC=C1)(=O)=O)C)Cl |r|